FC1=C(C(=CC=C1)C(F)(F)F)C1CCN(CC1)C=O (4-(2-fluoro-6-(trifluoromethyl)phenyl)piperidin-1-yl)methanone